CSC(CN1C(CCCC1)C1=NC(=NO1)C1=CC=CC=C1)C 2-(methylthio)-1-(2-(3-phenyl-1,2,4-oxadiazol-5-yl)piperidin-1-yl)propan